(R)-4-(5-amino-1-(1-(but-2-ynoyl)pyrrolidin-3-yl)imidazo[1,5-c]pyrimidin-3-yl)-N-(pyridin-2-yl)benzamide NC1=NC=CC=2N1C(=NC2[C@H]2CN(CC2)C(C#CC)=O)C2=CC=C(C(=O)NC1=NC=CC=C1)C=C2